The molecule is an N-acylglycine in which the acyl group is specified as 4-pyridylacetyl. It is a N-acylglycine and a member of pyridines. C1=CN=CC=C1CC(=O)NCC(=O)O